[Na+].[Na+].[Na+].C(C(=O)[O-])(=O)[O-].C(C(=O)O)(=O)[O-] dioxalate trisodium salt